N-(4-{1-[(2,5-difluorophenyl)carbonyl]piperidin-4-yl}butyl)thieno[2,3-c]pyridine-2-carboxamide FC1=C(C=C(C=C1)F)C(=O)N1CCC(CC1)CCCCNC(=O)C1=CC=2C(=CN=CC2)S1